N-{2-chloro-6-[1-(propan-2-yl)piperidin-4-yl]phenyl}-4-(5-cyclopropyl-1,2,4-oxadiazol-3-yl)-4-methylpiperidine-1-carboxamide ClC1=C(C(=CC=C1)C1CCN(CC1)C(C)C)NC(=O)N1CCC(CC1)(C)C1=NOC(=N1)C1CC1